CC(CCCCCCC)=O (trans)-2-nonanal